C(C1=CC=CC=C1)C=1C=C(C=CC1)NC(=O)NC1CN(CCC1)C#N 1-(3-Benzylphenyl)-3-(1-cyanopiperidin-3-yl)urea